BrC=1C=C(C=C(C1O)Br)C(=O)N1C2=C(O[C@H](C1)C)C=NN2C (S)-(3,5-dibromo-4-hydroxyphenyl)(1,5-dimethyl-5,6-dihydropyrazolo[4,3-b][1,4]oxazin-7(1H)-yl)methanone